C[C@@]1([C@@H]2C[C@@H]3C[C@H]([C@]2(CC3=C)C=CC1=O)O)CCC(=O)NC4=C(C=CC(=C4O)C(=O)O)O The molecule is a polycyclic cage that is the 9-hydroxy derivative of platencin. It is isolated from Streptomyces platensis. It has a role as a bacterial metabolite. It is a cyclic ketone, a dihydroxybenzoic acid, a polycyclic cage, a secondary alcohol, an aromatic amide and a monocarboxylic acid amide. It derives from a platencin.